Cl.O=C1NC2=CC=C(C=C2C1)C(=O)NCC1CCNCC1 2-oxo-N-(piperidin-4-ylmethyl)indoline-5-carboxamide hydrochloride